tert-Butyl (3-((5-bromopyridin-2-yl)amino)propyl)carbamate BrC=1C=CC(=NC1)NCCCNC(OC(C)(C)C)=O